C(C)C1CN(C=C1)C 3-ethyl-1-methyl-2,3-dihydro-1H-pyrrole